(3S)-3-aminobutyric acid ethyl ester C(C)OC(C[C@H](C)N)=O